ClC=1C(=CC(=NC1)NC=1SC2=C(N1)CCOC2)C=2C=C1N(C[C@@H](N(C1)CC1=C(C=CC(=C1)F)CO)COC)C2 (R)-7-(5-Chloro-2-((6,7-dihydro-4H-pyrano[4,3-d]thiazol-2-yl)amino)pyridin-4-yl)-2-(5-fluoro-2-(hydroxymethyl)benzyl)-3-(methoxymethyl)-3,4-dihydropyrrolo[1,2-a]pyrazine